CC1=NC(=CC(=C1)[C@H]1CNCCO1)C (S)-2-(2,6-dimethylpyridin-4-yl)morpholine